N-(1-cyanocyclopropyl)-2-methyl-4-(1-methyl-1H-1,2,3-triazol-4-yl)quinazoline-6-sulfonamide C(#N)C1(CC1)NS(=O)(=O)C=1C=C2C(=NC(=NC2=CC1)C)C=1N=NN(C1)C